1,3-DiBoc-2-methylisothiourea C(=O)(OC(C)(C)C)NC(SC)=NC(=O)OC(C)(C)C